N-((4S,5S)-3-((R)-1-aminoethyl)-7-ethyl-4-(4-fluorophenyl)-6-oxo-1-phenyl-4,5,6,7-tetrahydro-1H-pyrazolo[3,4-b]pyridine-5-yl)-3-(trifluoromethyl)benzamide hydrochloride Cl.N[C@H](C)C1=NN(C=2N(C([C@H]([C@H](C21)C2=CC=C(C=C2)F)NC(C2=CC(=CC=C2)C(F)(F)F)=O)=O)CC)C2=CC=CC=C2